(R)-tert-butyl 2-(6'-(4-(tert-butoxycarbonyl)piperazin-1-yl)-[2,3'-bipyridin]-4-yl)-6-methyl-4-oxo-6,7-dihydrofuro[3,2-c]pyridine-5(4H)-carboxylate C(C)(C)(C)OC(=O)N1CCN(CC1)C1=CC=C(C=N1)C1=NC=CC(=C1)C1=CC=2C(N([C@@H](CC2O1)C)C(=O)OC(C)(C)C)=O